ClC=1C=CC(=C(CCN2C[C@H](N(CC2)C(=O)OC(C)(C)C)COC2=CC=C(C=C2)S(=O)(=O)C)C1)C (S)-tert-butyl 4-(5-chloro-2-methylphenethyl)-2-((4-(methylsulfonyl)phenoxy)methyl)piperazine-1-carboxylate